N-(2-(3-chloropyridin-2-yl)ethyl)-2-methyl-5-chloro-6-difluoromethylpyrimidin-4-amine ClC=1C(=NC=CC1)CCNC1=NC(=NC(=C1Cl)C(F)F)C